C(C)(C)N1CCN(CC1)C1CCN(CC1)C1=C(C=C(C(=C1)OC)NC1=NC=NC(=C1)N1OCC[C@@H]1C1=C(C(=CC=C1F)F)F)NC(C=C)=O N-(2-(4-(4-isopropylpiperazine-1-yl)piperidine-1-yl)-4-methoxy-5-((6-((R)-3-(2,3,6-trifluorophenyl)-isoxazolidine-2-yl)pyrimidine-4-yl)amino)phenyl)acrylamide